C(N)(=O)[C@@H]1[C@@H](C1)C(=O)O (1R,2S)-2-carbamoylcyclopropanecarboxylic Acid